N=1C(=CN2C1C=CC=C2)C=O Imidazolo[1,2-a]pyridin-2-carbaldehyde